N[C@@]1(C([C@@H](CC1)NC=1C=2N(N=CC1C(=NC1=C(C=C(C=C1)O[Si](C)(C)C(C)(C)C)CC)N)C=C(C2)C2=CC(=CC=C2)CO)(C)C)C 4-[[(1R,3S)-3-amino-2,2,3-trimethyl-cyclopentyl]amino]-N'-[4-[tert-butyl(dimethyl)-silyl]oxy-2-ethyl-phenyl]-6-[3-(hydroxymethyl)phenyl]pyrrolo[1,2-b]pyridazine-3-carboxamidine